tert-butyl 3-iodo-1-(tetrahydro-2H-pyran-4-yl)-1,4,6,7-tetrahydro-5H-pyrazolo[4,3-c]pyridine-5-carboxylate IC1=NN(C2=C1CN(CC2)C(=O)OC(C)(C)C)C2CCOCC2